1-cyanoethyl-2-ethyl-4-methylimidazoleTrimellitate CCC1=NC(=CN1CCC#N)C.C1=CC(=C(C=C1C(=O)O)C(=O)O)C(=O)O